FC(C(=O)O)(F)F.N1CC(C1)C=1C=CC(=NC1)C=1C(=NOC1C1CC1)C1=NN(C2=NC=NC(=C21)N)C(C)C 3-[4-[5-(azetidin-3-yl)-2-pyridyl]-5-cyclopropyl-isoxazol-3-yl]-1-isopropyl-pyrazolo[3,4-d]pyrimidin-4-amine trifluoroacetate